C(C)C1=C(N=NN1CC1=CC(=CC(=C1)Cl)Cl)C(=O)O.ClC=1C=C(CN2N=NC(=C2)C(=O)OCC)C=C(C1)Cl ethyl 1-(3,5-dichlorobenzyl)-1H-1,2,3-triazole-4-carboxylate (ethyl 1-(3,5-dichlorobenzyl)-1H-1,2,3-triazole-4-carboxylate)